C(C=C)(=O)N1CC(C1)(C#N)C=CC1=CC=C(C=C1)C(F)(F)F 1-propenoyl-3-(4-(trifluoromethyl)styryl)azetidine-3-carbonitrile